2-methylpropan-2-yl 4-[6-(5-{[(4-fluorophenyl)amino]methyl}-1,3,4-oxadiazol-2-yl)-1,2-diazin-3-yl]hexahydropyridine-1-carboxylate FC1=CC=C(C=C1)NCC1=NN=C(O1)C1=CC=C(N=N1)C1CCN(CC1)C(=O)OC(C)(C)C